COC(=O)\C=C/[C@@H]1C([C@@H]1C(=O)OCC1=C(C(=C(C(=C1F)F)C#C)F)Cl)(C)C 2-chloro-4-ethynyl-3,5,6-trifluorobenzyl (1R)-cis-3-[(Z)-(2-methoxycarbonyl-1-ethenyl)]-2,2-dimethylcyclopropanecarboxylate